[O-]S(=O)(=O)C(F)(F)F.[Rh+] Rhodium (1+) triflate